2-(((benzyloxy)carbonyl)amino)-3,3,3-trifluoropropanoic acid C(C1=CC=CC=C1)OC(=O)NC(C(=O)O)C(F)(F)F